5-(2-chlorobenzyl)-6,7-difluoro-3-((naphthalen-1-ylmethyl)amino)-4H-benzo[e][1,2,4]thiadiazine 1,1-dioxide ClC1=C(CC2=C(C(=CC3=C2NC(=NS3(=O)=O)NCC3=CC=CC2=CC=CC=C32)F)F)C=CC=C1